(tert-butyl)benzaldehyde-O-(1-methyl-1H-imidazole-5-carbonyl) oxime CN1C=NC=C1C(=O)ON=CC1=C(C=CC=C1)C(C)(C)C